C1COS1(=O)=O ethanesulton